C=1N=CN2C1C1=CC=CC=C1[C@@H]2[C@H]2[C@@H](CN(CC2)S(=O)(=O)C)O (3S,4S)-4-((S)-5H-Imidazo[5,1-a]isoindol-5-yl)-1-(methylsulfonyl)piperidin-3-ol